COC1=C(N(C=CC)C=CC)C=C(C=C1)NC(C)=O 2-methoxy-5-acetamido-N,N-dipropenyl-aniline